5-[5-methyl-5-(4-methyl-2-oxo-amyl)-tetrahydrofuran-2-yl]-1H-pyrrole CC1(CCC(O1)C1=CC=CN1)CC(CC(C)C)=O